2-[6-(4-fluoro-2-methanesulfonyl-benzyl)-2-azaspiro[3.3]heptane-2-carbonyl]-7-oxa-2,5-diazaspiro[3.4]octan-6-one FC1=CC(=C(CC2CC3(CN(C3)C(=O)N3CC4(C3)NC(OC4)=O)C2)C=C1)S(=O)(=O)C